C12OCC(CC1)(CC2)CO[C@@H](C(C(C)(C)O)NC(=O)[C@@H]2CN(CC21CN(C1)C(=O)OC(C)(C)C)C(=O)C1=CN=CO1)C tert-butyl (S)-8-(((4R)-4-((2-oxabicyclo[2.2.2]octan-4-yl)methoxy)-2-hydroxy-2-methylpentan-3-yl)carbamoyl)-6-(oxazole-5-carbonyl)-2,6-diazaspiro[3.4]octane-2-carboxylate